1-bromo-norbornane BrC12CCC(CC1)C2